(R)-5-(tert-butyl)-11-(difluoromethyl)-2-oxo-1,2,5,6-tetrahydropyrido[2',1':2,3]imidazo[4,5-h]quinoline-3-carboxylic acid C(C)(C)(C)[C@@H]1C=2C=C(C(NC2C2=C(C1)N1C(=N2)C(=CC=C1)C(F)F)=O)C(=O)O